(trinitrophenyl)adenosine 5'-triphosphate P(O)(=O)(OP(=O)(O)OP(=O)(O)O)OC[C@@H]1[C@H]([C@H]([C@@](O1)(N1C=NC=2C(N)=NC=NC12)C1=C(C(=C(C=C1)[N+](=O)[O-])[N+](=O)[O-])[N+](=O)[O-])O)O